methyl 1,2,6,7-tetramethoxyphenanthrene-9-carboxylate COC1=C(C=CC=2C3=CC(=C(C=C3C(=CC12)C(=O)OC)OC)OC)OC